ClC=1C=CC2=C(C(=NCC=3N2C=NC3C(=O)O)C3=C(C=CC=C3)F)C1 8-chloro-6-(2-fluorophenyl)-4H-imidazo[1,5-a][1,4]benzodiazepine-3-carboxylic acid